C(C)(C)(C)OC(=O)N1[C@@H](CCC1)C(=O)N1CCN(CC1)CC(F)F (S)-2-(4-(2,2-difluoroethyl)piperazine-1-carbonyl)pyrrolidine-1-carboxylic acid tert-butyl ester